FC=1C=C(C=CC1F)C1=C(N=CC2=CC3=C(C=C12)C=NN3C3OCCCC3)CC(C)(C)OC 5-(3,4-difluorophenyl)-6-(2-methoxy-2-methyl-propyl)-1-tetrahydropyran-2-yl-pyrazolo[4,3-g]Isoquinoline